FC=1C=C(C=CC1OC1=C2C(=NC=C1)NC=C2)N2C(N(CC2=O)C2=CC(=CC=C2)C(F)(F)F)=O 3-[3-fluoro-4-(1H-pyrrolo[2,3-b]pyridin-4-yloxy)phenyl]-1-[3-(trifluoromethyl)phenyl]-2,4-imidazolidinedione